methyl 3-(9-((4-(aminomethyl)-2-methylphenyl)carbamoyl)-4,5-dihydrobenzo[b]thieno[2,3-d]oxepin-8-yl)-6-(butylcarbamoyl)picolinate NCC1=CC(=C(C=C1)NC(=O)C1=CC2=C(OCCC3=C2SC=C3)C=C1C=1C(=NC(=CC1)C(NCCCC)=O)C(=O)OC)C